4-(3-(2,4-Difluoro-3-hydroxy-5-(trifluoromethyl)phenyl)-1-methyl-1H-pyrazolo[3,4-d]pyrimidin-6-yl)morpholine-2-carboxylic Acid FC1=C(C=C(C(=C1O)F)C(F)(F)F)C1=NN(C2=NC(=NC=C21)N2CC(OCC2)C(=O)O)C